O1COC2=C1C=CC(=C2)CCC(=O)NC=2N=C(SC2)C#C 3-(benzo[d][1,3]dioxol-5-yl)-N-(2-ethynylthiazol-4-yl)propanamide